ClC=1C=CC2=C(C(=NCC(N2C)=O)C2=C(C=CC(=C2)O)F)C1 7-Chloro-5-(2-fluoro-5-hydroxy-phenyl)-1-methyl-3H-1,4-benzodiazepine-2-One